N1=C(C=CC=C1)[C@@H]1CCOC2(CCCC2)C1 (R)-9-(pyridin-2-yl)-6-oxaspiro[4.5]decane